C(C)(C)(C)OC(=O)N(CC(=O)O)C1CC1 N-t-butoxycarbonyl-cyclopropylglycine